N-(5-(4-chlorobenzyl)thiazol-2-yl)-4-((2-(2,6-dioxopiperidin-3-yl)-1,3-dioxoisoindolin-5-yl)oxy)benzamide ClC1=CC=C(CC2=CN=C(S2)NC(C2=CC=C(C=C2)OC=2C=C3C(N(C(C3=CC2)=O)C2C(NC(CC2)=O)=O)=O)=O)C=C1